dimethoxytitanium CO[Ti]OC